Cl.FC1=CC=C(C=C1)[C@@H]1CN(CC1)C=O ((R)-3-(4-fluorophenyl)pyrrolidin-1-yl)methanone, hydrochloride